CN(CC1=CNC2=C(C=CC=C12)[N+](=O)[O-])C N,N-dimethyl-1-(7-nitro-1H-indol-3-yl)methanamine